ClC=1C=C(C=CC1Cl)C=1N=C(SC1SCC)N1N=C(C(=C1C(=O)OC)CC1=C(C=CC=C1)[N+](=O)[O-])C methyl 1-(4-(3,4-dichlorophenyl)-5-(ethylthio)thiazol-2-yl)-3-methyl-4-(2-nitrobenzyl)-1H-pyrazole-5-carboxylate